tert-butyl 6-{6-hydroxy-3-[2-(methoxymethoxy)phenyl]cinnolin-7-yl}-2,6-diazaspiro[3.3]heptane-2-carboxylate OC=1C=C2C=C(N=NC2=CC1N1CC2(CN(C2)C(=O)OC(C)(C)C)C1)C1=C(C=CC=C1)OCOC